CC1(CC(=NO1)C1[C@H]2CN(C[C@@H]12)C(=O)C=1N=CN(C1)[C@@H](C)C1=CN=CS1)C [(1R,5S,6S)-6-(5,5-dimethyl-4,5-dihydro-1,2-oxazol-3-yl)-3-azabicyclo[3.1.0]hex-3-yl]{1-[(1S)-1-(1,3-thiazol-5-yl)ethyl]-1H-imidazol-4-yl}methanone